7-methyl-1H-indole-1-carboxylic acid tert-butyl ester C(C)(C)(C)OC(=O)N1C=CC2=CC=CC(=C12)C